2-[[2-(4-cyclopropyl-6-methoxy-pyrimidin-5-yl)-8-imino-7-methyl-purin-9-yl]methyl]-5-[1-methyl-4-(trifluoromethyl)imidazol-2-yl]phenol C1(CC1)C1=NC=NC(=C1C1=NC=C2N(C(N(C2=N1)CC1=C(C=C(C=C1)C=1N(C=C(N1)C(F)(F)F)C)O)=N)C)OC